1,4-dihydro-2,6-dimethyl-5-nitro-3-pyridinecarboxylic acid, {4-[4-(2-pyrimidinyl)-1-piperazinyl]butyl} ester CC=1NC(=C(CC1C(=O)OCCCCN1CCN(CC1)C1=NC=CC=N1)[N+](=O)[O-])C